C(C)OC(C(F)(F)F)[C@]1(CN(CC1)C(C)(C)C=1C=CC(=NC1)C)CCC=1SC=CC1 |o1:8| (R or S)-5-(2-(3-(1-ethoxy-2,2,2-trifluoroethyl)-3-(2-(thiophen-2-yl)ethyl)pyrrolidin-1-yl)propan-2-yl)-2-methylpyridine